[Si](C)(C)(C(C)(C)C)OCCCOC\C=N\[S@@](=O)C(C)(C)C (S,E)-N-(2-(3-((tert-butyldimethylsilyl)oxy)propoxy)ethylidene)-2-methylpropane-2-sulfinamide